4-bromo-5,6-dihydro-2H-pyran-3-carbaldehyde BrC1=C(COCC1)C=O